NC1CCC(CC1)CC=O 2-(4-aminocyclohexyl)acetaldehyde